N,N-dibenzyl-2-(4-chlorophenyl)acrylamide tert-butyl-(R)-2-((4-cyclopropylphenyl)carbamoyl)pyrrolidine-1-carboxylate C(C)(C)(C)OC(=O)N1[C@H](CCC1)C(NC1=CC=C(C=C1)C1CC1)=O.C(C1=CC=CC=C1)N(C(C(=C)C1=CC=C(C=C1)Cl)=O)CC1=CC=CC=C1